FC1=CC(=CC(=N1)C(C)(C)O)C=1C2=C(N=CN1)C=C(O2)C2=CC=C(C=C2)S(=O)(=O)C 2-{6-Fluoro-4-[6-(4-methanesulfonylphenyl)furo[3,2-d]pyrimidin-4-yl]pyridin-2-yl}propan-2-ol